3-(6-((R)-3-hydroxy-3-methylpiperidin-1-yl)-2-((S)-1-((S)-1-methylpyrrolidin-2-yl)ethoxy)pyrimidin-4-yl)-4-methyl-4,5,6,7-tetrahydrobenzo[b]thiophene-3-carbonitrile O[C@]1(CN(CCC1)C1=CC(=NC(=N1)O[C@@H](C)[C@H]1N(CCC1)C)C1(C2=C(SC1)CCCC2C)C#N)C